2,2'-(1,4-Phenylenebis(dimethylsilanediyl))bis(2-(naphthalen-1-yl)ethan-1-ol) C1(=CC=C(C=C1)[Si](C)(C)C(CO)C1=CC=CC2=CC=CC=C12)[Si](C)(C)C(CO)C1=CC=CC2=CC=CC=C12